C1(=CC=CC=C1)S(=O)(=O)OOCCCCCCCCC nonyloxy benzenesulfonate